C(#N)CC(=O)NC=1SC(=NN1)C=1NC2=CC=CC=C2C1 2-cyano-N-(5-(1H-indol-2-yl)-1,3,4-thiadiazole-2-yl)acetamide